Methyl 9-(4-bromo-2-fluoroanilino)-[1,3]thiazolo[5,4-f]quinazoline-2-carboximidate BrC1=CC(=C(NC2=NC=NC3=CC=C4C(=C23)SC(=N4)C(OC)=N)C=C1)F